(6S)-2-bromo-4,6-dimethyl-6,7-dihydropyrazolo[1,5-a]pyrazine BrC1=NN2C(C(=N[C@H](C2)C)C)=C1